dibutyl-tin dioleyl-malate C(CCCCCCC\C=C/CCCCCCCC)OC(C(O)CC(=O)OCCCCCCCC\C=C/CCCCCCCC)=O.C(CCC)[Sn]CCCC